(1S*,2R*,4R*)-4-(ethoxycarbonyl)-4-(3-(5-fluoropyrimidin-2-yl)benzyl)-2-methylcyclopentyl 4-nitrobenzoate [N+](=O)([O-])C1=CC=C(C(=O)O[C@@H]2[C@@H](C[C@](C2)(CC2=CC(=CC=C2)C2=NC=C(C=N2)F)C(=O)OCC)C)C=C1 |o1:10,11,13|